C(C1=CC=CC=C1)C1CCN(CC1)C(=O)C=1NC2=CC=CC=C2C1 (4-benzylpiperidin-1-yl)(1H-indol-2-yl)methanone